FC=1C(=CC(=NC1)OC)C1=NC(=NN1COCC[Si](C)(C)C)C(=O)N1CCCCC1 1-[5-(5-fluoro-2-methoxypyridin-4-yl)-1-[[2-(trimethylsilyl)ethoxy]methyl]-1,2,4-triazole-3-carbonyl]piperidine